ClC1=C2C(=NC=C1OC=1C=NN3C1C(=NC=C3)NCCN3CCOCC3)N=C(N2C)NC=2C(N(C=C(C2)C(F)(F)F)C)=O 3-((7-chloro-1-methyl-6-((4-((2-morpholinoethyl)amino)pyrazolo[1,5-a]pyrazin-3-yl)oxy)-1H-imidazo[4,5-b]pyridin-2-yl)amino)-1-methyl-5-(trifluoromethyl)pyridin-2(1H)-one